CN1CCN(CC1)C1=CC=C(C=C1)C=1C=C(C(=O)N)C=CN1 2-(4-(4-methylpiperazin-1-yl)phenyl)isonicotinamide